5,5-dimethyl-2-[3-(dibenzo[g,p]chrysen-2-yl)phenyl]-1,3,2-dioxaborolane CC1(COB(O1)C1=CC(=CC=C1)C=1C=CC2=C(C=3C4=CC=CC=C4C4=C(C3C=3C=CC=CC23)C=CC=C4)C1)C